(R)-4-(4-((5-(((2-(2,6-dioxopiperidin-3-yl)-6-fluoro-1-oxoisoindolin-4-yl)oxy)methyl)pyridin-2-yl)thio)piperidin-1-yl)-3-fluorobenzonitrile O=C1NC(CC[C@H]1N1C(C2=CC(=CC(=C2C1)OCC=1C=CC(=NC1)SC1CCN(CC1)C1=C(C=C(C#N)C=C1)F)F)=O)=O